C(C1=CC=CC=C1)(=O)C1=CC=C(C(=O)NCCCNC(C(=C)C)=O)C=C1 N-(3-(4-benzoylbenzamido)propyl)methacrylamide